C(C)(C)(C)C=1C=C(C(=O)NC(CCCCCCCCC)NC(C2=CC(=C(C(=C2)C(C)(C)C)O)C(C)(C)C)=O)C=C(C1O)C(C)(C)C N,N'-bis-(3,5-di-t-butyl-4-hydroxybenzoyl)decanediamine